3-(3,4-dimethoxyphenyl)-4,4-dimethyl-5-((4-methylquinolin-2-yl)methyl)-4,5-dihydroisoxazole COC=1C=C(C=CC1OC)C1=NOC(C1(C)C)CC1=NC2=CC=CC=C2C(=C1)C